(+)-6-(4-chlorophenyl)-2-(3-fluorophenyl)-N-[(cis)-4-hydroxy-1-oxidotetrahydro-thiophen-3-yl]-3-oxo-2,3-dihydropyridazine-4-carboxamide ClC1=CC=C(C=C1)C=1C=C(C(N(N1)C1=CC(=CC=C1)F)=O)C(=O)N[C@@H]1CS(C[C@@H]1O)=O